N(C1=CC=CC=C1)C1=C(C=CC=C1)NC1=CC=CC=C1 1,2-dianilinobenzene